NC=1C2=C(N=CN1)N(C=C2C2=CC=C(C=1N2C=CN1)NC(=O)NC1=CC(=C(C=C1)CN1CCN(CC1)CCO)C(F)(F)F)C1CC1 1-(5-(4-amino-7-cyclopropyl-7H-pyrrolo[2,3-d]pyrimidin-5-yl)imidazo[1,2-a]pyridin-8-yl)-3-(4-((4-(2-hydroxyethyl)piperazin-1-yl)methyl)-3-(trifluoromethyl)phenyl)urea